CC1C(C=CC(C1)(C)C)=O 3,5,5-Trimethylcyclohexen-2-one